5-(4-hydroxy-3-{2-[4-(trifluoromethoxy)phenyl]-6-oxa-2,9-diazaspiro[4.5]decan-9-yl}butanamido)-1H-pyrazole-3-carboxamide OCC(CC(=O)NC1=CC(=NN1)C(=O)N)N1CCOC2(CCN(C2)C2=CC=C(C=C2)OC(F)(F)F)C1